BrC1=C2C3(C(=NC2=C(C=C1)F)C)CCCC3 bromo-7'-fluoro-2'-methyl-spiro[cyclopentane-1,3'-indole]